4-(1-piperidyl)butanoic acid N1(CCCCC1)CCCC(=O)O